C1(=CC=CC=C1)O benzenol